[Sm].ClC1=C(OCC(=O)O)C=CC(=C1)Cl 2,4-dichlorophenoxyacetic acid samarium